N-(4-((2-(6-aminohexanoyl)-1,2,3,4-tetrahydroisoquinolin-6-yl)carbamoyl)benzyl)-N-isopropyl-3-oxo-3,4-dihydro-2H-benzo[b][1,4]oxazine-7-carboxamide 2,2,2-trifluoroacetate FC(C(=O)O)(F)F.NCCCCCC(=O)N1CC2=CC=C(C=C2CC1)NC(=O)C1=CC=C(CN(C(=O)C=2C=CC3=C(OCC(N3)=O)C2)C(C)C)C=C1